N[C@@H]1[C@@]([C@H]2C([C@@H](C1)C2)(C)C)(O)C (1R,2R,3S,5R)-3-amino-2,6,6-trimethyl-norpinan-2-ol